ClC[SiH](C1=CC=CC1)C1=CC=CC=C1 1-(chloromethylphenylsilyl)-cyclopentadiene